ClC=1C2=C(N=CN1)N(C=C2C2CC1CCC(C2)N1C(=O)OC(C)(C)C)COCC[Si](C)(C)C tert-butyl 3-[4-chloro-7-(2-trimethylsilylethoxymethyl)pyrrolo[2,3-d]pyrimidin-5-yl]-8-azabicyclo[3.2.1]octane-8-carboxylate